N-(1,1'-biphenyl-2-yl)-N-(3'',5',5''-tri-tert-butyl-1,1':3',1''-terphenyl-5-yl)-9,9-dimethyl-9H-fluoren-2-amine C1(=C(C=CC=C1)N(C1=CC=2C(C3=CC=CC=C3C2C=C1)(C)C)C=1C=CC=C(C1)C1=CC(=CC(=C1)C(C)(C)C)C1=CC(=CC(=C1)C(C)(C)C)C(C)(C)C)C1=CC=CC=C1